NC1=C(C=2C(=NC=C(N2)N2CCOCC2)N1C1=C(C(=CC=C1C)O)C)C(=O)C=1NC2=CC=CC=C2C1 (6-amino-5-(3-hydroxy-2,6-dimethylphenyl)-2-morpholino-5H-pyrrolo[2,3-b]pyrazin-7-yl)(1H-indol-2-yl)methanone